CNC=1C2=C(N=CN1)N(C=C2)[C@H]2[C@@H]([C@@H]([C@H](C2)CNC[C@@H]2CNCCC2)O)O (1R,2S,3R,5R)-3-[4-(methylamino)pyrrolo[2,3-d]pyrimidin-7-yl]-5-({[(3S)-piperidin-3-ylmethyl]amino}methyl)cyclopentane-1,2-diol